The molecule is an ammonium salt composed of ammonium and molybdate ions in a 2:1 ratio. It has a role as a poison. It contains a molybdate. [NH4+].[NH4+].[O-][Mo](=O)(=O)[O-]